N-[(2R)-2-(dimethylamino)propyl]-3-[[2-[4-(4-ethoxy-6-oxo-1H-pyridin-3-yl)-2-fluoro-phenyl]acetyl]amino]-5-(trifluoromethyl)benzamide CN([C@@H](CNC(C1=CC(=CC(=C1)C(F)(F)F)NC(CC1=C(C=C(C=C1)C1=CNC(C=C1OCC)=O)F)=O)=O)C)C